NC=1C(=NC(=C(N1)C=1OC=CN1)C=1C=CC=2N(C1)C(=CN2)C)C(=O)NC[C@@H]2N(C(CC2)=O)C |r| rac-3-amino-N-((1-methyl-5-oxopyrrolidin-2-yl)methyl)-6-(3-methylimidazo[1,2-a]pyridin-6-yl)-5-(oxazol-2-yl)pyrazine-2-carboxamide